(tri-tert-butylphosphino)(2-methylamino-1,1-biphenyl-2-yl)palladium (II) C(C)(C)(C)P(C(C)(C)C)(C(C)(C)C)[Pd]C1(C(=CC=CC1)C1=CC=CC=C1)NC